C1(CCC1)NC1=NN2C(C=N1)=C(C=C2)C2=CC=C1C(=N2)N(C(=N1)C)CCOC N-cyclobutyl-5-(3-(2-methoxyethyl)-2-methyl-3H-imidazo[4,5-b]pyridin-5-yl)pyrrolo[2,1-f][1,2,4]triazin-2-amine